C(C)OC=1C(=NC(=C(C1)N1[C@@H](CN(CC1)C(=O)C=1C(=NC(=CC1)OC)C(F)(F)F)CC)C(=O)N[C@@H]1CNC[C@H]1F)C=1C=NC=CC1 ethoxy-5-[(2R)-2-ethyl-4-[6-methoxy-2-(trifluoromethyl)pyridine-3-carbonyl]piperazin-1-yl]-N-[(3R,4R)-4-fluoropyrrolidin-3-yl]-[2,3'-bipyridine]-6-carboxamide